methylthioarsenic CS[As]